CC=1N=C2N(C=C(N=C2C)NC(=O)C=2C(=NC(=NC2)N2CC3(C2)CCN(CC3)C(=O)OC(C)(C)C)OCC)C1 tert-butyl 2-(5-((2,8-dimethylimidazo[1,2-a]pyrazin-6-yl)carbamoyl)-4-ethoxypyrimidin-2-yl)-2,7-diazaspiro[3.5]nonane-7-carboxylate